Cl.[Li] lithium compound with hydrochloric acid